CCCCCCCCCCCCCCCCC1SSC=C1 16-hexadecyldithiol